C(C)(C)(C)OC(=O)NCC(CC(=O)O)C1=CC(=CC=C1)CC(C)C 4-((tert-butoxycarbonyl)amino)-3-(3-isobutylphenyl)butanoic acid